3,4-dimethyl-8-[(3s,4r)-3-methyl-4-[(2-methyl-4-pyridyl)oxy]pyrrolidin-1-yl]pyrimido[4',5':4,5]thieno[2,3-c]pyridazine CC1=C(C2=C(N=N1)SC1=C2N=CN=C1N1C[C@@H]([C@H](C1)OC1=CC(=NC=C1)C)C)C